N-methyl-N-(5-(4-(2-oxopyrrolidin-1-yl)phenyl)-[3,4'-bipyridyl]-2'-yl)acetamide CN(C(C)=O)C1=NC=CC(=C1)C=1C=NC=C(C1)C1=CC=C(C=C1)N1C(CCC1)=O